1,1-dimethyl-6-tertiary butyl-indan CC1(CCC2=CC=C(C=C12)C(C)(C)C)C